C(C)OC(=O)C1=CN(C(=CC1=O)C1=CC=C(C=C1)N(C)C)C1=CC2=C(N=C(S2)C)C=C1 6-(4-(dimethylamino)phenyl)-1-(2-methylbenzo[d]thiazol-6-yl)-4-oxo-1,4-dihydropyridine-3-carboxylic acid ethyl ester